COC1=NC(=NC(=C1)OC)OC1=C(CNC2=CC=CC=C2)C=CC=C1 {2-[(4,6-dimethoxypyrimidin-2-yl)oxy]benzyl}aniline